3-cyclopropyl-8-(1-ethoxyvinyl)-6-fluoro-2-(tetrahydro-2H-pyran-4-yl)quinolin-4-ol C1(CC1)C=1C(=NC2=C(C=C(C=C2C1O)F)C(=C)OCC)C1CCOCC1